C[C@@H]1N(CCOC1)C=1N=C(C2=C(N1)SC(=N2)N2N=CC(=C2)C2=CC=CC=C2)N2[C@@H](COCC2)C (S)-3-methyl-4-(7-((R)-3-methylmorpholino)-2-(4-phenyl-1H-pyrazol-1-yl)thiazolo[5,4-d]pyrimidin-5-yl)morpholine